C[Si](CCOCN1C=CC2=CC3=C(OCCCN3)N=C21)(C)C 7-((2-(Trimethylsilyl)ethoxy)methyl)-2,3,4,7-tetrahydro-1H-pyrrolo[3',2':5,6]pyrido[2,3-b][1,4]oxazepine